CC1([C@H]2CC3=C(C(=C(N=C3[C@@H]1C2)N2CC1(CN(C1)C(C=C)=O)CC2)C#N)C=2C(=CC=C1C=NNC21)C)C (1R,9R)-10,10-dimethyl-6-(6-methyl-1H-indazol-7-yl)-4-(2-(2-propenoyl)-2,6-diazaspiro[3.4]octan-6-yl)-3-azatricyclo[7.1.1.02,7]undeca-2,4,6-triene-5-carbonitrile